4-(aminomethyl)-6-(5-(1-ethyl-2-oxo-1,2-dihydropyridin-3-yl)-1-methyl-1H-pyrazol-4-yl)phthalazin-1(2H)-one NCC1=NNC(C2=CC=C(C=C12)C=1C=NN(C1C=1C(N(C=CC1)CC)=O)C)=O